6-cyclobutyl-2-(2-ethoxy-3-pyridinyl)-8-methyl-imidazo[1,5-a]pyrimidine C1(CCC1)C1=NC(=C2N1C=CC(=N2)C=2C(=NC=CC2)OCC)C